COC1(C(C=C(C=C1)CCC)O)N 2-methoxy-5-propyl-2-aminophenol